C(C1=CC=CC=C1)S(=O)(=O)C1(CC=C(S(=O)(=O)Cl)C=C1)C para-toluenesulfonyl-(tosyl) chloride